ClC=1C=C(C=CC1F)[C@H](NC(=O)N1[C@@H](C(NCC1)=O)C)C1=NC(=C(C=C1)Cl)C(F)(F)F (2R)-N-((S)-(3-chloro-4-fluorophenyl)(5-chloro-6-(trifluoromethyl)pyridin-2-yl)methyl)-2-methyl-3-oxopiperazine-1-carboxamide